ClC=1C=C(C(=NC1)OC)S(=O)(=O)[N-]C1=CC(=C(C=C1)F)C1=CC2=C(N=C(N=C2)NC)N2C1=NN=C2 ((5-chloro-2-methoxypyridin-3-yl)sulfonyl)(4-fluoro-3-(2-(methylamino)-[1,2,4]triazolo[4',3':1,6]pyrido[2,3-d]pyrimidin-6-yl)phenyl)amide